FC(C=1OC(=NN1)C=1SC(=CC1)I)F 2-(difluoromethyl)-5-(5-iodothiophen-2-yl)-1,3,4-oxadiazole